Cl[Ga-](Cl)(Cl)Cl.C(C)C=1NC=C[N+]1C ethyl-3-methylimidazolium tetrachlorogallate